C12(CC3CC(CC(C1)C3)C2)CC(=O)N2CCN(CC2)C2=NC=C(C=C2)O 2-(1-Adamantyl)-1-[4-(5-hydroxy-2-pyridyl)piperazin-1-yl]ethanone